Diphenyloctadecylphosphonat C1(=CC=CC=C1)C(CCCCCCCCCCCCCCCCCP([O-])([O-])=O)C1=CC=CC=C1